OCCN(C)CCO bis-(hydroxyethyl)-methyl-amine